1-(5-iodo-pyridin-2-yl)-cyclopropane-1-carbonitrile IC=1C=CC(=NC1)C1(CC1)C#N